(2R,4S)-N-((S)-1-((5-chloro-2-(1H-tetrazol-1-yl)benzyl)amino)-1-oxopropan-2-yl)-4-phenylpiperidine-2-carboxamide ClC=1C=CC(=C(CNC([C@H](C)NC(=O)[C@@H]2NCC[C@@H](C2)C2=CC=CC=C2)=O)C1)N1N=NN=C1